2-methyl-3,4-dihydronaphthalenone CC1C(C2=CC=CC=C2CC1)=O